5-(4-carboxy-2,5-dihydroxybenzoylamino)nicotinic acid C(=O)(O)C1=CC(=C(C(=O)NC=2C=NC=C(C(=O)O)C2)C=C1O)O